N1CCCCC12CN(CCC2)C2=C1C(=NC=C2)NC=C1C=1SC=CN1 2-[4-(1,8-diazaspiro[5.5]undecan-8-yl)-1H-pyrrolo[2,3-b]pyridin-3-yl]thiazole